methyl S-(((2S,3R)-6,6,6-trifluoro-3-(((3S)-5-(3-fluorophenyl)-9-methyl-2-oxo-2,3-dihydro-1H-1,4-benzodiazepin-3-yl)carbamoyl)-2-(3,3,3-trifluoropropyl)hexanoyl)amino)-L-cysteinate FC(CC[C@H]([C@@H](C(=O)NSC[C@H](N)C(=O)OC)CCC(F)(F)F)C(N[C@@H]1C(NC2=C(C(=N1)C1=CC(=CC=C1)F)C=CC=C2C)=O)=O)(F)F